BrC1=CC=C(C=C1)C1=CC/2=C(N=C3N(\C2=N\C2=CC=C(C=C2)C(F)(F)F)CCCC3)O1 (E)-2-(4-bromophenyl)-N-(4-(trifluoromethyl)phenyl)-6,7,8,9-tetrahydro-4H-furo[2,3-d]pyrido[1,2-a]pyrimidine-4-imine